CS(=O)(=O)N1CC(CCC1)C1N2C(C3=CC=CC=C13)=CN=C2 5-(1-(methylsulfonyl)piperidin-3-yl)-5H-imidazo[5,1-a]isoindole